2-((S)-2-Amino-3-carboxypropanamido)acetamide N[C@H](C(=O)NCC(=O)N)CC(=O)O